(R)-(4-(4-fluoropyrazolo[1,5-a]pyridin-2-yl)-1,4,6,7-tetrahydro-5H-imidazo[4,5-c]pyridin-5-yl)(5-(pyrimidin-5-yl)-1,3,4-oxadiazol-2-yl)methanone FC=1C=2N(C=CC1)N=C(C2)[C@@H]2N(CCC1=C2N=CN1)C(=O)C=1OC(=NN1)C=1C=NC=NC1